(3-(3-amino-2-bromobenzoyl)-5-bromo-1H-pyrrolo[2,3-b]pyridin-1-yl)(2,6-dichlorophenyl)methanone NC=1C(=C(C(=O)C2=CN(C3=NC=C(C=C32)Br)C(=O)C3=C(C=CC=C3Cl)Cl)C=CC1)Br